ClC1=C(C=C(C(=C1)OC(C(C(F)(F)F)F)(F)F)Cl)NC(=O)NC(C1=C(C=CC=C1F)F)=O N-[[2,5-dichloro-4-(1,1,2,3,3,3-hexafluoropropoxy)phenyl]carbamoyl]-2,6-difluorobenzamide